C1(CC1)C1(CC(=CC=C1)N)NC 1-cyclopropyl-N1-methylbenzene-1,3-diamine